C(C\C=C/CC)OC(CCC#N)OCC\C=C/CC 4,4-bis(((Z)-hex-3-en-1-yl)oxy)butanenitrile